aluminum nitrate [N+](=O)([O-])[O-].[Al+3].[N+](=O)([O-])[O-].[N+](=O)([O-])[O-]